bromo[dicyclohexyl-[3-(1,1-dimethylethoxy)-6-methoxy-2',6'-bis(1-methylethyl)[1,1'-biphenyl]-2-yl]phosphine] BrC1=C(C(=C(C(=C1)OC)C1=C(C=CC=C1C(C)C)C(C)C)P(C1CCCCC1)C1CCCCC1)OC(C)(C)C